FC(C(C(OCCC[Si](Cl)(Cl)C)(F)F)(F)F)CC(F)(F)F octafluoropentyl-oxypropyl-methyl-dichlorosilane